BrC1=CSC=2N=CN=C(C21)N 5-bromo-thieno[2,3-d]pyrimidin-4-ylamine